5-oxo-7,8-dihydro-6H-quinoline-2-carboxylic acid methyl ester COC(=O)C1=NC=2CCCC(C2C=C1)=O